3-N-[(7-methoxy-3-methyl-1H-indol-4-yl)methyl]-6-N-[trans-4-(dimethylamino)cyclohexyl]pyrido[2,3-b]pyrazine-3,6-diamine COC=1C=CC(=C2C(=CNC12)C)CNC1=CN=C2C(=N1)N=C(C=C2)N[C@@H]2CC[C@H](CC2)N(C)C